NC1=NC(=C(C=C1C(=O)O)C(=O)O)O 2-amino-6-hydroxy-3,5-pyridine-dicarboxylic acid